COC1=CC=2SC(=CC2C=2CCCC12)C(CCC(=O)O)=O 4-(5-methoxy-7,8-dihydro-6H-indeno[5,4-b]thiophen-2-yl)-4-oxobutanoic acid